(2,4-difluoro-6-((trimethylsilyl)ethynyl)phenyl)carbamic acid methyl ester COC(NC1=C(C=C(C=C1C#C[Si](C)(C)C)F)F)=O